9-hexyl-2-(propylthio)-9H-purin-6-amine C(CCCCC)N1C2=NC(=NC(=C2N=C1)N)SCCC